C1(CC1)NC(C1=C(C=C(C(=C1)OC)NC1=NC=2N([C@@H](C(N(C2C=N1)C)=O)CC)C1CCN(CC1)C(C(=C)F)=O)F)=O (R)-N-cyclopropyl-4-((7-ethyl-8-(1-(2-fluoroacryloyl)piperidin-4-yl)-5-methyl-6-oxo-5,6,7,8-tetrahydropteridin-2-yl)amino)-2-fluoro-5-methoxybenzamide